N-(1'-(2-(1,1-difluoroethyl)-6-(dimethylamino)pyrimidin-4-yl)-1',2'-dihydrospiro[cyclopropane-1,3'-pyrrolo[3,2-c]pyridin]-6'-yl)acetamide FC(C)(F)C1=NC(=CC(=N1)N1CC2(C=3C=NC(=CC31)NC(C)=O)CC2)N(C)C